C(#N)CCN1C[C@@H]2[C@H](C1)CC(C2)NC2=C1C(=NC=C2C=2SC(=CN2)C(=O)NC)NC=C1 2-(4-(((3aR,5s,6aS)-2-(2-cyanoethyl)octahydrocyclopenta[c]pyrrol-5-yl)amino)-1H-pyrrolo[2,3-b]pyridin-5-yl)-N-methylthiazole-5-carboxamide